N-(4-((S)-3-((R)-3-(3-chlorophenyl)pyrrolidin-1-yl)-2-hydroxypropoxy)phenyl)-N-methylmethanesulfonamide ClC=1C=C(C=CC1)[C@@H]1CN(CC1)C[C@@H](COC1=CC=C(C=C1)N(S(=O)(=O)C)C)O